C1N(CCC2=CC=CC=C12)C(=O)C1CC=2N(CC1)C(=NN2)C2=NC(=NS2)C (3,4-dihydroisoquinolin-2(1H)-yl)(3-(3-methyl-1,2,4-thiadiazol-5-yl)-5,6,7,8-tetrahydro-[1,2,4]triazolo[4,3-a]pyridin-7-yl)methanone